6-(1-(difluoromethyl)-1H-pyrazol-4-yl)-3-fluoropyrazolo[1,5-a]pyridin-4-yl trifluoromethanesulfonate FC(S(=O)(=O)OC=1C=2N(C=C(C1)C=1C=NN(C1)C(F)F)N=CC2F)(F)F